(4-chlorophenylaminomethyl)-16-oxo-androsta-5-en-3beta-ol ClC1=CC=C(C=C1)NCC[C@@]12CC(C[C@H]1[C@@H]1CC=C3C[C@H](CC[C@]3(C)[C@H]1CC2)O)=O